FC1=CC(=NC(=C1)N1CCOCC1)C1=NC2=CC(=NC=C2C=C1)CN (2-(4-fluoro-6-morpholinopyridin-2-yl)-1,6-naphthyridin-7-yl)methanamine